S1C=NC2=C1C=C(C=C2)S(=O)(=O)N2CC1=C(C2)CN(C1)C(C(CO)C1=CC=CC=C1)=O 1-(5-(benzo[d]thiazol-6-ylsulfonyl)-3,4,5,6-tetrahydropyrrolo[3,4-c]pyrrol-2(1H)-yl)-3-hydroxy-2-phenylpropan-1-one